C(CCC(=O)OC1CC(N(C(C1)(C)C)OCC(C)(C)O)(C)C)(=O)OC1CC(N(C(C1)(C)C)OCC(C)(C)O)(C)C bis(1-(2-hydroxy-2-methylpropoxy)-2,2,6,6-tetramethylpiperidin-4-yl) succinate